(R)-2-((4-(hydroxyimino)-1-oxo-1,4-dihydronaphthalen-2-yl)amino)-3-phenyl-N-(2-chlorophenyl)-propionamide ON=C1C=C(C(C2=CC=CC=C12)=O)N[C@@H](C(=O)NC1=C(C=CC=C1)Cl)CC1=CC=CC=C1